CC=1C2=C(N=C(N1)NC=1C=NN(C1)C)N(CC2)CC2=CC(=CC=C2)[N+](=O)[O-] 4-methyl-N-(1-methyl-1H-pyrazol-4-yl)-7-(3-nitrobenzyl)-6,7-dihydro-5H-pyrrolo[2,3-d]pyrimidin-2-amine